6-chloro-4-oxo-7-{5H,6H,7H-pyrrolo[3,4-b]pyridin-6-yl}-1,4-dihydroquinoline-3-carboxylic acid hydrochloride Cl.ClC=1C=C2C(C(=CNC2=CC1N1CC2=NC=CC=C2C1)C(=O)O)=O